4-(6-methyl-1,2,3,4-tetrahydroisoquinolin-7-yl)pyridin-2(1H)-one CC=1C=C2CCNCC2=CC1C1=CC(NC=C1)=O